3-AMINO-5-CYCLOPROPOXYISONICOTINALDEHYDE NC1=C(C=O)C(=CN=C1)OC1CC1